OC=1C2=C(SC1)OCCO2 hydroxyl-ethylenedioxythiophene